4-(difluoromethoxy)-2-methylaniline HCl Cl.FC(OC1=CC(=C(N)C=C1)C)F